6-(2,3-difluoropropoxy)-2-(2-{[7-(5-methyl-1,2,4-oxadiazol-3-yl)isoquinolin-1-yl]amino}ethyl)-2,3-dihydro-1H-isoindol-1-one FC(COC1=CC=C2CN(C(C2=C1)=O)CCNC1=NC=CC2=CC=C(C=C12)C1=NOC(=N1)C)CF